resorcinol biscarbonate C(O)(=O)OC1=CC(OC(O)=O)=CC=C1